C(#N)C1=C(N=C(S1)N(C1=C(N=C2N1C=C(C=C2)B(O)O)CC)C)C2=CC=C(C=C2)F (3-((5-cyano-4-(4-fluorophenyl)thiazol-2-yl)(methyl)amino)-2-ethylimidazo[1,2-a]pyridin-6-yl)boronic acid